5-methyl-2H-[1,3]dioxolo[4,5-f]indole CN1C=CC=2C=C3C(=CC12)OCO3